C1(C(C(C(C(C1(F)F)(F)F)(F)F)(F)F)(F)F)(N2C(C(C(C(C2(F)F)(F)F)(F)F)(F)F)(C(F)(F)F)F)F Perfluoromethylcyclohexylpiperidine